(E)-6-(6-(difluoromethoxy)pyridin-3-yl)-N'-((2-fluoro-5-methoxypyridin-3-yl)methylene)-N-methylpyrazine-2-carbohydrazide FC(OC1=CC=C(C=N1)C1=CN=CC(=N1)C(=O)N(/N=C/C=1C(=NC=C(C1)OC)F)C)F